2-(1,1-dimethylethyl)-4-[3-[(4-vinylphenyl)methoxy]propoxy]-6-(5-methoxy-2H-benzotriazol-2-yl)-phenol CC(C)(C)C1=C(C(=CC(=C1)OCCCOCC1=CC=C(C=C1)C=C)N1N=C2C(=N1)C=CC(=C2)OC)O